O=C1NC(CCC1NC1=CC=C(C=C1)CC(=O)O)=O 2-[4-[(2,6-dioxo-3-piperidyl)amino]phenyl]acetic acid